C(=O)(O)CNC1=CC=CC=2C(C3=CC=CC=C3C(C12)=O)=O 1-(carboxymethylamino)anthraquinone